COC1=CC=C(C=C1)CSC1=CN=C(S1)CN1CC(CC1)C#N 1-[[5-[(4-methoxyphenyl)methylsulfanyl]thiazol-2-yl]methyl]pyrrolidine-3-carbonitrile